5-chloro-N'-hydroxypyridinecarboximidamide ClC=1C=CC(=NC1)C(N)=NO